C(C)(C)(C)C=1C(=C(C=C(C1)CCC(=O)O)C)O β-(5-tert.-butyl-4-hydroxy-3-methylphenyl)propionic acid